(R,Z)-3'-(4-(3-chloroacryloyl)morpholin-3-yl)-5'-cyano-4-fluoro-[1,1'-biphenyl]-3-carboxamide Cl\C=C/C(=O)N1[C@@H](COCC1)C=1C=C(C=C(C1)C#N)C1=CC(=C(C=C1)F)C(=O)N